tert-butyl 3-[2-[(furo[2,3-c]pyridine-2-carbonylamino)methyl]-6-azaspiro[2.5]octane-6-carbonyl]-4,6-dihydro-1H-pyrrolo[3,4-c]pyrazole-5-carboxylate O1C(=CC=2C1=CN=CC2)C(=O)NCC2CC21CCN(CC1)C(=O)C=1C2=C(NN1)CN(C2)C(=O)OC(C)(C)C